NC[C@@H](C)NC(=O)C=1C=NC(=C(C1)C1=NN(C=C1)C)OC1=CC=C(C=C1)C(F)(F)F |o1:2| N-[(2R) or (2S)-1-Aminopropan-2-yl]-5-(1-methyl-1H-pyrazol-3-yl)-6-[4-(trifluoromethyl)phenoxy]pyridine-3-carboxamide